CS(=O)(=O)C1CCC(CC1)NC(=O)C=1C=CC2=C(C=3N(CCO2)C=NC3)C1 N-(4-(Methylsulfonyl)cyclohexyl)-5,6-dihydrobenzo[f]imidazo[1,5-d][1,4]oxazepine-10-carboxamide